(5-fluoropyridine-3,4-diyl)dimethanol FC=1C(=C(C=NC1)CO)CO